2,2',4,4'-tetraHydroxybenzophenone OC1=C(C(=O)C2=C(C=C(C=C2)O)O)C=CC(=C1)O